CN1C=CC2=CC=C(C=C12)NC1=NC(=NC(=C1)C1=CC=CC=C1)C=1CCN(CC1)C(=O)OC(C)(C)C tert-butyl 4-(4-((1-methyl-1H-indol-6-yl)amino)-6-phenylpyrimidin-2-yl)-3,6-dihydropyridine-1(2H)-carboxylate